FC(CC(C#C)NC(OC(C)(C)C)=O)(F)F Tert-butyl (5,5,5-trifluoropent-1-yn-3-yl)carbamate